tetradeca-9,11-dien-1-ylacetate C(CCCCCCCC=CC=CCC)CC(=O)[O-]